2,6-dihydroxy-3-aminobenzoic acid OC1=C(C(=O)O)C(=CC=C1N)O